(2R)-4-(2-chloro-6-((1-(methoxycarbonyl)-1,2,3,4-tetrahydronaphthalen-1-yl)methyl)-5-nitropyrimidin-4-yl)-2-(hydroxymethyl)piperazine-1-carboxylic acid tert-butyl ester C(C)(C)(C)OC(=O)N1[C@H](CN(CC1)C1=NC(=NC(=C1[N+](=O)[O-])CC1(CCCC2=CC=CC=C12)C(=O)OC)Cl)CO